tert-butyl N-[[1-(2,6-dioxo-3-piperidyl)-2-oxo-benzo[c]indol-4-yl]methyl]carbamate O=C1NC(CCC1C1C23C(=CN=C2C(=CC1=O)CNC(OC(C)(C)C)=O)C=CC=C3)=O